BrC1=CC=CC=2C=COC21 7-bromobenzo[2,3-D]furan